methyl((4-(5-(trifluoromethyl)-1,2,4-oxadiazol-3-yl)phenyl)imino)(4-(trifluoromethyl)pyridin-2-yl)-λ6-sulfanone CS(=O)(C1=NC=CC(=C1)C(F)(F)F)=NC1=CC=C(C=C1)C1=NOC(=N1)C(F)(F)F